4'-methyl-2'-((6-((5-morpholinopyridin-2-yl)amino)pyrimidin-4-yl)amino)-5'-oxo-5',6'-dihydrospiro[cyclohexane-1,7'-pyrrolo[3,4-b]pyridine] 1'-oxide CC1=C2C(=[N+](C(=C1)NC1=NC=NC(=C1)NC1=NC=C(C=C1)N1CCOCC1)[O-])C1(NC2=O)CCCCC1